FC1=C(C(=C(C(=C1F)F)F)F)S(=O)(=O)ON1C(=O)C2C3C=CC(C2C1=O)C3 N-(perfluorobenzenesulfonyloxy)bicyclo[2.2.1]hept-5-ene-2,3-dicarboximide